(S)-2-((2,2-dimethyl-1,3-dioxan-4-yl)methyl)-8-(2-fluoro-4-iodoanilino)-2,6-naphthyridin-1(2H)-one CC1(OCC[C@H](O1)CN1C(C2=C(C=NC=C2C=C1)NC1=C(C=C(C=C1)I)F)=O)C